NC1=NC(=C(C=2N1C(N(N2)C[C@H]2N(C[C@H](C2)O)C)=O)C2=CC(=NC(=C2)C)C)C2=CC=CC=C2 5-amino-8-(2,6-dimethyl-4-pyridyl)-2-[[(2S,4S)-4-hydroxy-1-methyl-pyrrolidin-2-yl]methyl]-7-phenyl-[1,2,4]triazolo[4,3-c]pyrimidin-3-one